Methyl 4-[[6-(3,4-difluoro-2-methyl-phenoxy)-2-methyl-3-(trifluoromethyl)benzoyl]amino]-3-methyl-pyridine-2-carboxylate FC=1C(=C(OC2=CC=C(C(=C2C(=O)NC2=C(C(=NC=C2)C(=O)OC)C)C)C(F)(F)F)C=CC1F)C